Cl.C1N(CC2=CC=CC=C12)CC=1OC=C(C(C1)=O)OCC1CCNCC1 2-(isoindolin-2-ylmethyl)-5-(piperidin-4-ylmethoxy)-4H-pyran-4-one hydrochloride